bis(methylcyclopentadiene) nickel [Ni].CC1=CC=CC1.CC1=CC=CC1